4-[5-(1H-imidazol-4-yl)-3-methyl-1H-pyrazol-1-yl]butanenitrile N1C=NC(=C1)C1=CC(=NN1CCCC#N)C